O.O.C(C)(=O)[O-].[Mn+2].C(C)(=O)[O-] manganese(II) acetate dihydrate